N-(2-chlorophenyl)-1,3-dimethyl-1H-pyrazole-5-amine ClC1=C(C=CC=C1)NC1=CC(=NN1C)C